ClC=1C=CC(=NC1F)C#N 5-chloro-6-fluoropicolinonitrile